C(C1=CC=CC=C1)(=O)C1(O)CC(O)(CC(O)(C1)C(C1=CC=CC=C1)=O)C(C1=CC=CC=C1)=O 1,3,5-tri-benzoyl-phloroglucinol